1-(4-(7-bromo-8-chloro-6-fluoro-1H-pyrazolo[4,3-c]quinolin-1-yl)piperidin-1-yl)prop-2-en-1-one BrC=1C(=CC=2C3=C(C=NC2C1F)C=NN3C3CCN(CC3)C(C=C)=O)Cl